(diphenyl)dihydro-thioxanthone C1(=CC=CC=C1)C1(CC=CC=2SC3=CC=CC=C3C(C12)=O)C1=CC=CC=C1